FC(OC1=NC=CC(=C1)CNC(=O)NC1(CC1)CC(C)(C)C)F 1-[[2-(difluoro-methoxy)pyridin-4-yl]methyl]-3-[1-(2,2-dimethylpropyl)cyclopropyl]urea